2-hydroxy-4-methylethylphenol OCCC1=C(C=CC(=C1)C)O